4-(5-bromopyridin-3-yl)aniline BrC=1C=C(C=NC1)C1=CC=C(N)C=C1